C1OC=2C=C(C=CC2O1)NC(=O)C1=CN(C2=CC=CC=C12)CC1=CC=C(C=C1)C(NOC)=O N-(3,4-methylenedioxyphenyl)-1-(4-(methoxycarbamoyl)benzyl)-1H-indole-3-carboxamide